3-(1-phenyl-N-Bocmethylamino)-5-phenylpyridine (tert-butyl(phenyl(5-phenylpyridin-3-yl)methyl)carbamate) C(C)(C)(C)N(C(O)=O)C(C=1C=NC=C(C1)C1=CC=CC=C1)C1=CC=CC=C1.C1(=CC=CC=C1)C(NC=1C=NC=C(C1)C1=CC=CC=C1)C(=O)OC(C)(C)C